benzyl N-(((9H-fluoren-9-yl)methoxy)carbonyl)-N-(3-(2-formylhydrazineyl)-3-oxopropyl)glycinate C1=CC=CC=2C3=CC=CC=C3C(C12)COC(=O)N(CC(=O)OCC1=CC=CC=C1)CCC(=O)NNC=O